3-(1-((4-(tert-butyl)phenyl)sulfonyl)-1H-indol-3-yl)-1-phenylprop-2-en-1-one C(C)(C)(C)C1=CC=C(C=C1)S(=O)(=O)N1C=C(C2=CC=CC=C12)C=CC(=O)C1=CC=CC=C1